(1R,5S)-4-(((5-(trifluoromethyl)pyridin-2-yl)methyl)amino)-2-oxa-4-azabicyclo[3.2.0]heptan-3-one FC(C=1C=CC(=NC1)CNN1C(O[C@@H]2CC[C@H]12)=O)(F)F